6-(2-cyclopropyl-2-carbonylethyl)-2,2-dimethyl-4H-1,3-dioxin-4-one C1(CC1)C(CC1=CC(OC(O1)(C)C)=O)=C=O